OC1CCC(CC1)C(=O)OCC1=CC=CC=C1 benzyl (1r,4r)-4-hydroxycyclohexane-1-carboxylate